trans-1,4-dibromo-but-2-ene BrC\C=C\CBr